(5S,8S)-8-(allyloxy)-5-fluoro-N-(2,3,4-trifluorobenzyl)-5,6,7,8-tetrahydroquinoline-5-carboxamide C(C=C)O[C@H]1CC[C@](C=2C=CC=NC12)(C(=O)NCC1=C(C(=C(C=C1)F)F)F)F